BrC1=CC=C(N(C2C=CC(=CC2)C=2C=C3C4=C(N(C3=CC2)C2=CC=CC=C2)N=CC=C4)C4=CC=CC=C4)C=C1 4-bromo-N-phenyl-N-(4-(9-phenyl-9H-pyrido[2,3-b]indol-6-yl)cyclohexa-2,4-dien-1-yl)aniline